4-ethynyl-1-(trifluoromethyl)pyrazole tert-butyl-Rac-(2R,5R)-2-(3-bromophenyl)-4-hydroxy-5-methyl-piperidine-1-carboxylate C(C)(C)(C)OC(=O)N1[C@H](CC([C@@H](C1)C)O)C1=CC(=CC=C1)Br.C(#C)C=1C=NN(C1)C(F)(F)F |r|